(2-((2R,3S,4S,5S,6R)-6-(4-(but-3-yn-1-ylsulfonamido)phenoxy)-3,4,5-trihydroxytetrahydro-2H-pyran-2-yl)ethyl)phosphonic acid C(CC#C)S(=O)(=O)NC1=CC=C(O[C@@H]2[C@H]([C@H]([C@@H]([C@H](O2)CCP(O)(O)=O)O)O)O)C=C1